(3S,5S)-1-(4-(6-chloroimidazo[1,2-a]pyridin-3-yl)pyrimidin-2-yl)-5-hydroxypiperidine-3-carboxamide ClC=1C=CC=2N(C1)C(=CN2)C2=NC(=NC=C2)N2C[C@H](C[C@@H](C2)O)C(=O)N